FC1=C(C=C(C=C1)S(=O)(=O)N(C)CC1=CC=C(C=C1)OC)C=1N=C2N(C1)CC(C2)C 4-fluoro-N-(4-methoxybenzyl)-N-methyl-3-(6-methyl-6,7-dihydro-5H-pyrrolo[1,2-a]imidazole-2-yl)benzenesulfonamide